NCCC[Si](OC)(OC)OC gamma-aminopropyltrimethoxysilane